C1(CC1)C=1C=C(C(=NC1)C=1OC2=C(N1)C=C(C=C2)S(=O)(=O)C(F)(F)F)S(=O)(=O)CC 2-(5-cyclopropyl-3-ethylsulfonyl-2-pyridyl)-5-(trifluoromethyl-sulfonyl)-1,3-benzoxazole